ortho-silicic acid tetraethyl ester C(C)O[Si](OCC)(OCC)OCC